tert-butyl 4-hydroxy-4-((4-(4-morpholino-7-((2-(trimethylsilyl)ethoxy)methyl)-7H-pyrrolo[2,3-d]pyrimidin-6-yl)phenyl)carbamoyl)piperidine-1-carboxylate OC1(CCN(CC1)C(=O)OC(C)(C)C)C(NC1=CC=C(C=C1)C1=CC2=C(N=CN=C2N2CCOCC2)N1COCC[Si](C)(C)C)=O